C1(CC1)C1=C(C=C(OC2CCC3(CN(C3)C(=O)C3CC(C3)(C)O)CC2)C=C1)F (7-(4-Cyclopropyl-3-fluorophenoxy)-2-azaspiro[3.5]nonan-2-yl)((1s,3s)-3-hydroxy-3-methylcyclobutyl)methanone